(1-(4-(5-((3s,4s)-4-amino-3-methyl-2-oxa-8-azaspiro[4.5]decan-8-yl)pyrazin-2-ylsulfanyl)-3-chloropyridin-2-yl)-3-fluoroazetidin-3-yl)methanol N[C@@H]1[C@@H](OCC12CCN(CC2)C=2N=CC(=NC2)SC2=C(C(=NC=C2)N2CC(C2)(F)CO)Cl)C